Isopropyl-2,3,4-tri-O-acetyl-β-D-glucopyranoseuronic acid methyl ester COC([C@@H]1[C@H]([C@@H]([C@H]([C@](O)(O1)C(C)C)OC(C)=O)OC(C)=O)OC(C)=O)=O